CC(=CCSSCC=C(C)C)C 1,2-bis(3-methylbut-2-en-1-yl)disulfane